FC1=CC(=C(C=C1C=1C=NC(=CC1)OC1CCOCC1)NC(=O)C1=CNC(C=C1C(F)(F)F)=O)N1C[C@H](N([C@H](C1)C)C)C |r| N-[4-fluoro-5-[6-(oxan-4-yloxy)pyridin-3-yl]-2-[rac-(3R,5S)-3,4,5-trimethylpiperazin-1-yl]phenyl]-6-oxo-4-(trifluoromethyl)-1H-pyridine-3-carboxamide